6,7-dihydropyrazolo[1,5-a]pyrimidin N1=CC=C2N1CCC=N2